Ammonium oleyl alcohol C(CCCCCCC\C=C/CCCCCCCC)O.[NH4+]